1-(2-methoxyethyl)-pyrrolidone COCCN1C(CCC1)=O